N-(2-(chloromethyl)-4-methoxyphenyl)-4-methylbenzenesulfonamide ClCC1=C(C=CC(=C1)OC)NS(=O)(=O)C1=CC=C(C=C1)C